2,4,6-tris-p-tolylpyrylium tetrafluoroborate F[B-](F)(F)F.C1(=CC=C(C=C1)C1=[O+]C(=CC(=C1)C1=CC=C(C=C1)C)C1=CC=C(C=C1)C)C